tert-butyl (S)-(1-(5-(2-(2,6-difluorophenyl)-3-oxo-2,3-dihydropyridazine-4-carboxamido)-2-methyl-1-(tetrahydro-2H-pyran-4-yl)-1H-benzo[d]imidazol-4-yl)pyrrolidin-3-yl)carbamate FC1=C(C(=CC=C1)F)N1N=CC=C(C1=O)C(=O)NC1=C(C2=C(N(C(=N2)C)C2CCOCC2)C=C1)N1C[C@H](CC1)NC(OC(C)(C)C)=O